FC=1C(=CC2=C(NN=C2C1)C1=NC=NC(=C1)N1C[C@@H](N(CC1)CC1(CCNCC1)F)C)OC1(CC1)C 6-fluoro-3-[6-[(3S)-4-[(4-fluoro-4-piperidyl)methyl]-3-methyl-piperazin-1-yl]pyrimidin-4-yl]-5-(1-methylcyclopropoxy)-2H-indazole